4-(2-(1-(2,6-dioxopiperidin-3-yl)-3-methyl-2-oxo-2,3-dihydro-1H-benzimidazol-5-yl)ethyl)bicyclo[2.2.2]octane-1-carboxylic acid O=C1NC(CCC1N1C(N(C2=C1C=CC(=C2)CCC21CCC(CC2)(CC1)C(=O)O)C)=O)=O